N[C@@H]1CN(CC[C@@H]1OC)C1=NC2=C(N1CC1=NC=C(C#N)C=C1)C=C(C=C2)F 6-((2-((3R,4S)-3-amino-4-methoxypiperidin-1-yl)-6-fluoro-1H-benzo[d]imidazol-1-yl)methyl)nicotinonitrile